C(=CC1=CC=CC=C1)[Eu] styryl-europium